(7S)-7-Methyl-3-{[methyl(oxan-4-yl)carbamoyl]methyl}-2-[2-(2-oxo-1,2-dihydropyridin-1-yl)ethyl]-3H,6H,7H,8H,9H-imidazo[4,5-f]chinolin C[C@@H]1NC2=CC=C3C(=C2CC1)N=C(N3CC(N(C3CCOCC3)C)=O)CCN3C(C=CC=C3)=O